β-Glutamic acid hydrochloride Cl.NC(CC(=O)O)CC(=O)O